(4-CHLORO-PHENYL)-OXO-ACETALDEHYDE ClC1=CC=C(C=C1)C(C=O)=O